3,8-bis(1-(6-fluorohexyloxy)ethyl)porphyrin disodium salt [Na].[Na].FCCCCCCOC(C)C=1C=C2NC1C=C1C=C(C(=N1)C=C1C=CC(N1)=CC=1C=CC(N1)=C2)C(C)OCCCCCCF